P(=O)(Cl)(Cl)OC(COCCC=C)COCC#C 1-(3-butene-1-oxy)-3-(propargyloxy)-2-propanol dichlorophosphate